3-[4-(5-benzyl-pyrimidin-2-yl)piperazin-1-yl]-7-(1-methyl-1H-pyrazol-4-yl)imidazo[1,2-b]pyridazine C(C1=CC=CC=C1)C=1C=NC(=NC1)N1CCN(CC1)C1=CN=C2N1N=CC(=C2)C=2C=NN(C2)C